tert-butyl 4-(1-(2,6-bis(benzyloxy)pyridin-3-yl)-6-fluoro-3-methyl-2-oxo-2,3-dihydro-1H-benzo[d]imidazol-5-yl)piperazine-1-carboxylate C(C1=CC=CC=C1)OC1=NC(=CC=C1N1C(N(C2=C1C=C(C(=C2)N2CCN(CC2)C(=O)OC(C)(C)C)F)C)=O)OCC2=CC=CC=C2